C(C)(C)(C)OC([C@H](CCC(=O)NCCC(=O)O)NC(CCCCCCCCCCCCCCCCC(=O)OC(C)(C)C)=O)=O 3-((S)-5-(tert-butoxy)-4-(18-(tert-butoxy)-18-oxooctadecanoylamino)-5-oxopentanoylamino)propionic acid